5-bromo-1-propyl-7-(pyrrolidin-1-yl)-1H-pyrazolo[4,3-b]pyridine BrC1=CC(=C2C(=N1)C=NN2CCC)N2CCCC2